(S)-4-benzyl-3-pentanoyl-oxazolidine C(C1=CC=CC=C1)[C@@H]1N(COC1)C(CCCC)=O